N,N-diethyl-3-hydroxy-5,6,7,8-tetrahydroquinoline-2-carboxamide C(C)N(C(=O)C1=NC=2CCCCC2C=C1O)CC